N1(CCCCCC1)C=1N=C(C2=C(C=NNC2=O)N1)NC1=CC=C(C=C1)N1CCC(CC1)CCC(=O)O 3-(1-(4-((2-(azepan-1-yl)-5-oxo-5,6-dihydropyrimido[4,5-d]pyridazin-4-yl)amino)phenyl)piperidin-4-yl)propanoic acid